FC(SC1=C(C=CC=C1)P(N(P(C1=CC=C(C=C1)[Si](CCCC)(CCCC)CCCC)C1=CC=C(C=C1)[Si](CCCC)(CCCC)CCCC)C)C1=C(C=CC=C1)SC(F)(F)F)(F)F N-(bis(2-((trifluoromethyl)thio)phenyl)phosphaneyl)-N-methyl-1,1-bis(4-(tributylsilyl)phenyl)phosphanamine